2,2-dimethyl-1-[(3-nitrophenyl)methylsulfonyl]piperidin-4-one CC1(N(CCC(C1)=O)S(=O)(=O)CC1=CC(=CC=C1)[N+](=O)[O-])C